tert-butyl (R)-4-((8-isopropyl-2-((1-(pyridin-4-yl)ethyl)amino)pyrazolo[1,5-a][1,3,5]triazine-4-yl)amino)piperidine-1-carboxylate C(C)(C)C=1C=NN2C1N=C(N=C2NC2CCN(CC2)C(=O)OC(C)(C)C)N[C@H](C)C2=CC=NC=C2